C[S+](C1=CC=C(C=C1)Br)C dimethyl-(p-bromophenyl)sulfonium